3-(6-(hydroxymethyl)pyridin-3-yl)acrylic acid ethyl ester C(C)OC(C=CC=1C=NC(=CC1)CO)=O